CC=1C2=C(N=CN1)N(C=C2)[C@@H]2O[C@@H]([C@@]1([C@H]2OC(O1)(C)C)C)COC1=CC=2N(C=C1)C(=CN2)C 4-methyl-7-[(3aR,4R,6R,6aR)-2,2,3a-trimethyl-4-[(3-methylimidazo[1,2-a]pyridin-7-yl)oxymethyl]-6,6a-dihydro-4H-furo[3,4-d][1,3]dioxol-6-yl]pyrrolo[2,3-d]pyrimidine